NC1(CC1)CNC1=NC(=C2C(=N1)N(N=C2)C)NC2=CC=C(C=C2)OC(F)(F)F 6-N-[(1-aminocyclopropyl)methyl]-1-methyl-4-N-[4-(trifluoromethoxy)phenyl]pyrazolo[3,4-d]pyrimidine-4,6-diamine